ClC1=CC=C(N=N1)N1C[C@H](CC1)NC1CCC1 (3S)-1-(6-chloropyridazin-3-yl)-N-cyclobutylpyrrolidin-3-amine